(S)-3-chloro-5-(3-(2-chloro-7-(1-methoxyethyl)pyrazolo[1,5-a]pyrimidin-6-yl)ureido)-N-phenoxyphosphoramide ClC=1C=C(ONP(=O)(N)N)C=C(C1)NC(=O)NC=1C=NC=2N(C1[C@H](C)OC)N=C(C2)Cl